12-tridecadienal C=CC=CCCCCCCCC(C)=O